(6-fluoro-7-methyl-1H-imidazo[4,5-b]pyridin-2-yl)methanone FC=1C(=C2C(=NC1)N=C(N2)C=O)C